3-ethoxybenzoic acid hydrochloride Cl.C(C)OC=1C=C(C(=O)O)C=CC1